3-(3-n-butylcyclopentylidene)-2-methylpropanal C(CCC)C1CC(CC1)=CC(C=O)C